N-butylbenzamide C(CCC)NC(C1=CC=CC=C1)=O